tert-butyl ((1S,3R)-3-(6-bromo-2-(pyridin-2-yl)-1H-imidazo[4,5-c]pyridin-1-yl)cyclohexyl)carbamate BrC1=CC2=C(C=N1)N=C(N2[C@H]2C[C@H](CCC2)NC(OC(C)(C)C)=O)C2=NC=CC=C2